FC(C(=O)O)(F)F.NCC(CC=1N(C(NN1)=O)CC1=CC(=CC=C1)C1=CC=C(C=C1)S(=O)(=O)C)=C(F)F [2-(aminomethyl)-3,3-difluoro-allyl]-4-[[3-(4-methylsulfonylphenyl)phenyl]methyl]-1,2,4-triazol-3-one trifluoroacetate salt